N[C@]1([C@@H](CC[C@H](C1)CCB(O)O)CN(C)C)C(=O)O (1R,2S,5R)-1-Amino-5-[2-(dihydroxyboranyl)ethyl]-2-[(dimethylamino)methyl]-cyclohexane-1-carboxylic acid